6-(6,7-DIHYDRO-4H-PYRAZOLO[5,1-C][1,4]OXAZIN-3-YL)-N-(1-METHYL-1H-INDAZOL-7-YL)PYRIDINE-3-SULFONAMIDE N1=CC(=C2COCCN21)C2=CC=C(C=N2)S(=O)(=O)NC=2C=CC=C1C=NN(C21)C